CC=1C(=C2C=NN(C2=CC1)C1OCCCC1)C1=CC=2N=CN=CC2C=N1 7-(5-Methyl-1-(tetrahydro-2H-pyran-2-yl)-1H-indazol-4-yl)pyrido[4,3-d]pyrimidine